CC(C)[C@@H]1C[C@H]([C@H]2[C@]1(CC[C@@]3([C@@]2(CC=C4[C@H]3[C@H](C[C@@H]5[C@@]4(C=CC(=O)C5(C)C)C)O)C)C)CO)OC(=O)C The molecule is a pentacyclic triterpenoid of the class of arborinane-type terpenoids isolated from the roots of Rubia yunnanensis. It has a role as an antineoplastic agent and a plant metabolite. It is an enone, an acetate ester, a diol, a cyclic terpene ketone and a pentacyclic triterpenoid.